Cl.O1C(=NN=C1)C(=O)N 1,3,4-oxadiazole-2-carboxamide hydrochloride